2-((5-cyclopropyl-isoxazol-3-yl)(methoxy)methylene)malononitrile C1(CC1)C1=CC(=NO1)C(=C(C#N)C#N)OC